3-((2,2-difluoro-7-iodo-1-oxido-3-oxo-2,3-dihydrobenzo[b]thiophen-4-yl)oxy)-5-fluorobenzonitrile FC1(C(C2=C(S1=O)C(=CC=C2OC=2C=C(C#N)C=C(C2)F)I)=O)F